C(C=C)(=O)N1CC(CC1)C=1C=C(N2C=NC=CC21)C2=CC(=C(C(=O)NC1=NC=CC(=C1)OC)C=C2)F 4-(5-(1-acryloylpyrrolidin-3-yl)pyrrolo[1,2-c]pyrimidin-7-yl)-2-fluoro-N-(4-methoxypyridin-2-yl)benzamide